FC(S(=O)(=O)N)(F)F.FC(S(=O)(=O)N)(F)F.[Li] lithium bis(trifluoromethanesulfonamide)